(R)-6-(Hexahydropyrrolo[1,2-a]pyrazin-2(1H)-yl)-2-(3-(3-((4-methyl-4H-1,2,4-triazol-3-yl)methyl)oxetan-3-yl)phenyl)-4-(trifluoromethyl)isoindolin-1-one C1[C@@H]2N(CCN1C1=CC(=C3CN(C(C3=C1)=O)C1=CC(=CC=C1)C1(COC1)CC1=NN=CN1C)C(F)(F)F)CCC2